ClC1=C(C=C(C=C1)C1CCC2(OCCO2)CC1)F 8-(4-Chloro-3-fluorophenyl)-1,4-dioxaspiro[4.5]decane